4H-10,14-(metheno)[1,7]oxazacyclotetradecino[9,8,7-hi]indole-2-carboxylic acid C1=C(N2C3=C(C=CC=C13)C1=CC=CC(OC=CC=CC2)=C1)C(=O)O